1,3-diethyl-1,3-di-n-propyldisiloxane C(C)[SiH](O[SiH](CCC)CC)CCC